1-(6-amino-2-methoxy-quinolin-3-yl)-4-dimethylamino-2-(1-naphthyl)-1-phenyl-2-butanol NC=1C=C2C=C(C(=NC2=CC1)OC)C(C(CCN(C)C)(O)C1=CC=CC2=CC=CC=C12)C1=CC=CC=C1